(4aR,8aS)-6-(3-(3,3-dimethyl-2,3-dihydrobenzofuran-6-yl)azetidine-1-carbonyl)hexahydro-2H-pyrido[4,3-b][1,4]oxazin-3(4H)-one CC1(COC2=C1C=CC(=C2)C2CN(C2)C(=O)N2C[C@@H]1[C@@H](OCC(N1)=O)CC2)C